benzyl 1-methyl-2,13-dioxo-1,10-diazadispiro[4.1.57.25]-tetradecane-10-carboxylate CN1C(CCC12CC1(CCN(CC1)C(=O)OCC1=CC=CC=C1)C(C2)=O)=O